9-benzyl-5,7-dimethoxy-1,2,3,4-tetrahydrocarbazole-4-carboxamide C(C1=CC=CC=C1)N1C2=CC(=CC(=C2C=2C(CCCC12)C(=O)N)OC)OC